6-(1-((racemic)-1-(3'-cyano-5'-methoxy-[1,1'-biphenyl]-4-yl)-ethyl)-1H-indazole-7-carboxamido)spiro[3.3]heptane-2-carboxylic acid C(#N)C=1C=C(C=C(C1)OC)C1=CC=C(C=C1)[C@@H](C)N1N=CC2=CC=CC(=C12)C(=O)NC1CC2(CC(C2)C(=O)O)C1 |r|